N-(2E)-{5-Methyl-1-[(4-nitrophenyl)sulfonylimino]hexa-2,4-dien-3-yl}pyrrolidine-1-ium chloride [Cl-].CC(=C\C(=C/C=NS(=O)(=O)C1=CC=C(C=C1)[N+](=O)[O-])\[NH+]1CCCC1)C